BrC=1C(=NC2=CC(=NC=C2C1)NC)Cl 3-bromo-2-chloro-N-methyl-1,6-naphthyridin-7-amine